C1(CCCC1)CC=1NC=2C(=NC(=CC2)C(F)(F)F)N1 2-(Cyclopentylmethyl)-5-(trifluoromethyl)imidazo[4,5-b]pyridin